FC1=C(C=CC2=C1OC1=C2C=CC=C1C=O)C#N 4-fluoro-6-formyldibenzo[b,d]furan-3-carbonitrile